bis(hydroxyethylethoxy)-urea OCCC(C)ONC(NOC(C)CCO)=O